FC(C1=CC=C(C=C1)C=1COC2(C1)CN(CC2)C(=O)OC(C)(C)C)(F)F tert-butyl 3-(4-(trifluoromethyl)phenyl)-1-oxa-7-azaspiro[4.4]non-3-ene-7-carboxylate